(1R,6S)-N-(4-(2-hydroxyethyl)phenyl)-2,2,6-trimethylcyclohexane-1-carboxamide OCCC1=CC=C(C=C1)NC(=O)[C@H]1C(CCC[C@@H]1C)(C)C